FCC1=NC2=C(N1C1=CC(=CC(=N1)N=S(=O)(C)C)N1[C@@H](COCC1)C)C=CC=C2 (R)-((6-(2-(Fluoromethyl)-1H-benzo[d]imidazol-1-yl)-4-(3-methylmorpholino)pyridin-2-yl)imino)dimethyl-λ6-sulfanone